3α,6β,7α,12α-Tetrahydroxy-5β-cholan O[C@H]1C[C@H]2[C@@H]([C@H]([C@H]3[C@@H]4CC[C@H]([C@@H](CCC)C)[C@]4([C@H](C[C@@H]3[C@]2(CC1)C)O)C)O)O